FC1([C@H](CN(CC1)C(C(=O)NC1=NC=C(C=C1)C(C)C)C)C1=CNC(C=C1)=O)F 2-((S)-4,4-difluoro-3-(6-oxo-1,6-dihydropyridin-3-yl)piperidin-1-yl)-N-(5-isopropylpyridin-2-yl)propionamide